C(#N)C1(CCN(CC1)C(=O)OC(C)(C)C)CC1=CC2=CC=CC=C2C=C1 tert-butyl 4-cyano-4-(naphthalen-2-ylmethyl)piperidine-1-carboxylate